(2-methoxy-5-(4-methyl-8-((tetrahydrofuran-2-yl)methoxy)quinazolin-6-yl)pyridin-3-yl)-2,4-difluorobenzenesulfonamide COC1=NC=C(C=C1C=1C(=C(C=CC1F)S(=O)(=O)N)F)C=1C=C2C(=NC=NC2=C(C1)OCC1OCCC1)C